4-[(4-bromo-2,6-difluoro-phenyl)carbamoyl]-4-methyl-piperidine-1-carboxylic acid tert-butyl ester C(C)(C)(C)OC(=O)N1CCC(CC1)(C)C(NC1=C(C=C(C=C1F)Br)F)=O